N1(CCNCC1)CCOCCO 2-[2-(1-piperazinyl)-ethoxy]ethanol